C(C1=CC=CC=C1)N1C(O/C(/C1)=C/C#CCCC1=CC=C(C=C1)OC)=O (E)-3-benzyl-5-(((4-methoxyphenyl)butynyl)methylene)oxazolidin-2-one